FC=1C(=C(C=CC1F)[C@@H]1[C@H](O[C@]([C@@H]1C)(C(F)(F)F)C)C(=O)NC1=CC(=NC(=C1)F)C(=O)N)OC 4-[[(2S,3r,4r,5r)-3-(3,4-difluoro-2-methoxy-phenyl)-4,5-dimethyl-5-(trifluoromethyl)tetrahydrofuran-2-carbonyl]amino]-6-fluoro-pyridine-2-carboxamide